1-[4-(3-chlorophenyl)piperazin-1-yl]-4-cyclopentyl-butane-1,4-dione ClC=1C=C(C=CC1)N1CCN(CC1)C(CCC(=O)C1CCCC1)=O